5-(5-((1R,5S,6r)-6-(1H-1,2,3-Triazol-5-yl)-3-azabicyclo[3.1.0]hexan-3-yl)-1,3,4-oxadiazol-2-yl)-N-(3,5-dichlorobenzyl)pyrimidin-2-amine N1N=NC=C1C1[C@H]2CN(C[C@@H]12)C1=NN=C(O1)C=1C=NC(=NC1)NCC1=CC(=CC(=C1)Cl)Cl